ClC=1C(=C(C(=NC1OC)C)NC(/C(=C/C1=CC=C2C=NN(C2=C1F)C1OCCCC1)/F)=O)C (2Z)-N-(5-chloro-6-methoxy-2,4-dimethylpyridin-3-yl)-2-fluoro-3-[7-fluoro-1-(oxan-2-yl)indazol-6-yl]prop-2-enamide